para-chlorobenzyl-dimethyl-amine ClC1=CC=C(CN(C)C)C=C1